hydroxy-2',6'-dimethoxychalcone OC1=C(C=CC=C1)\C=C\C(=O)C1=C(C=CC=C1OC)OC